COC=1C=C2C(=CC(=NC2=CC1OC)C(=O)O)Cl 6,7-dimethoxy-2-carboxyl-4-chloro-quinoline